NCCCOC1=CC=C2CC(C3(C2=C1)CCC(CC3)(C(=O)O)NC3=CC(=CC=C3)Cl)C[C@H](COC3=CC=NC=1CCC[C@H](C31)C)C 6'-(3-aminopropoxy)-4-(3-chloroanilino)-2'-[(2R)-2-methyl-3-{[(5R)-5-methyl-5,6,7,8-tetrahydroquinolin-4-yl]oxy}propyl]-2',3'-dihydrospiro[cyclohexane-1,1'-indene]-4-carboxylic acid